C(C)(C)(C)OC(=O)N1CC2(C1)C/C(/CC2)=C/C2=CC(=CC=C2)S(=O)(=O)C(F)(F)F (6E)-6-[[3-(trifluoromethylsulfonyl)phenyl]methylene]-2-azaspiro[3.4]octane-2-carboxylic acid tert-butyl ester